FC1=CC=C(C=C1)N1CCN(S1(=O)=O)CC(=O)NC1C2CC3(CC(CC1C3)C2)C(=O)N 4-(2-(5-(4-fluorophenyl)-1,1-dioxido-1,2,5-thiadiazolidin-2-yl)acetamido)adamantane-1-carboxamide